N-[(S)-1-ethoxycarbonylbutyl]-(S)-alanine C(C)OC(=O)[C@H](CCC)N[C@@H](C)C(=O)O